(S)-1-(5-(1-methyl-1H-1,2,4-triazol-5-yl)-3-(1H-pyrazol-5-yl)-1-(2,2,2-Trifluoroethyl)-1H-pyrazolo[4,3-b]pyridin-7-yl)piperidin-3-ol CN1N=CN=C1C1=CC(=C2C(=N1)C(=NN2CC(F)(F)F)C2=CC=NN2)N2C[C@H](CCC2)O